2-amino-6-chloro-4-ethoxypyridine-3,5-diCarbonitrile NC1=NC(=C(C(=C1C#N)OCC)C#N)Cl